N-{5-[2-(2,6-dichlorophenyl)acetylamino]pyridazin-3-yl}-N-phenylacetamide ClC1=C(C(=CC=C1)Cl)CC(=O)NC=1C=C(N=NC1)N(C(C)=O)C1=CC=CC=C1